methyl 1-(2,7-dichloro-8-fluoropyrido[4,3-d]pyrimidin-4-yl)azepane-4-carboxylate ClC=1N=C(C2=C(N1)C(=C(N=C2)Cl)F)N2CCC(CCC2)C(=O)OC